C1(=CC=CC=C1)C=CC(C)N[C@H](C)C1=CC=CC=C1 4-phenyl-N-((R)-1-phenyl-ethyl)but-3-en-2-amine